9-{[(1-methylpiperidine-4-carbonyl)oxy]methyl}heptadecanedioic acid bis(3-pentyloctyl) ester C(CCCC)C(CCOC(CCCCCCCC(CCCCCCCC(=O)OCCC(CCCCC)CCCCC)COC(=O)C1CCN(CC1)C)=O)CCCCC